tert-butyl 2-methyl-4-[methyl(6-[4-[1-(oxan-2-yl)pyrazol-4-yl]-1H-indol-7-yl]pyridazin-3-yl)amino]piperidine-1-carboxylate CC1N(CCC(C1)N(C=1N=NC(=CC1)C=1C=CC(=C2C=CNC12)C=1C=NN(C1)C1OCCCC1)C)C(=O)OC(C)(C)C